(2-chloro-6-((trimethylsilyl)ethynyl)phenyl)-4-methoxypyrimidine-5-carboxamide ClC1=C(C(=CC=C1)C#C[Si](C)(C)C)C1=NC=C(C(=N1)OC)C(=O)N